(2S)-4-[2-ethoxyethyl-[4-(5,6,7,8-tetrahydro-1,8-naphthyridin-2-yl)butyl]amino]-2-[[(2S)-2-(fluoromethyl)pyrrolidine-1-carbonyl]amino]butanoic acid C(C)OCCN(CC[C@@H](C(=O)O)NC(=O)N1[C@@H](CCC1)CF)CCCCC1=NC=2NCCCC2C=C1